CNC=CCO methylaminoallyl alcohol